2-[4-(1-acetyl-3-hydroxyazetidin-3-yl)phenyl]-4-[2-(2,2,2-trifluoroethoxy)phenyl]-2,3-dihydro-1H-pyrrolo[3,4-c]pyridin-1-one C(C)(=O)N1CC(C1)(O)C1=CC=C(C=C1)N1CC=2C(=NC=CC2C1=O)C1=C(C=CC=C1)OCC(F)(F)F